C(C1=CC=CC=C1)OC1=CC=C(C=C1)CCCCO 4-[4-(benzyloxy)phenyl]-1-butanol